trans-N-(4-((5-chloropyridin-3-yl)oxy)cyclohexyl)-5-(2,5-dimethylphenoxy)-2,2-dimethylpentanamide ClC=1C=C(C=NC1)O[C@@H]1CC[C@H](CC1)NC(C(CCCOC1=C(C=CC(=C1)C)C)(C)C)=O